N-[(cis)-2-fluorocyclopropyl]isoxazole-3-carboxamide F[C@@H]1[C@@H](C1)NC(=O)C1=NOC=C1